(R)-2-[(6-bromo-1-trityl-1H-benzo[d]imidazol-4-yl)methyl]-4-ethyl-3,4-dihydro-2H-benzo[b][1,4,5]oxathiazepine 1,1-dioxide BrC=1C=C(C2=C(N(C=N2)C(C2=CC=CC=C2)(C2=CC=CC=C2)C2=CC=CC=C2)C1)CN1S(C2=C(O[C@@H](C1)CC)C=CC=C2)(=O)=O